BrC1=CC=C(C=C1)C1=C2C(=NNC2=CC=C1)N 4-(4-bromophenyl)-1H-indazol-3-amine